The molecule is a 17-oxosteroid that is 17-oxo-5beta,9beta,10alpha,13alpha-androsta-11,15-dieneandroxta-11,15-diene which is substituted by an acetoxy group at the 3beta position, methyl groups at the 4, 4, 8, 12, and 16 positions, a methoxycarbonyl group at position 14, and a hydroxy group at position 15. A farnesyltransferase inhibitor produced by Penicillium roqueforti, a filamentous fungus involved in the ripening of several kinds of blue cheeses. It has a role as an EC 2.5.1.58 (protein farnesyltransferase) inhibitor and a Penicillium metabolite. It is a 15-hydroxy steroid, a 17-oxo steroid, a 5beta steroid, an acetate ester, an enol, a meroterpenoid and a methyl ester. It is a conjugate acid of an andrastin C(1-). CC1=C[C@H]2[C@@]3(CC[C@@H](C([C@H]3CC[C@@]2([C@]4([C@@]1(C(=C(C4=O)C)O)C)C(=O)OC)C)(C)C)OC(=O)C)C